C12N(CC(NC1)CC2)C=2C1=C(N=C(N2)OC[C@@]23CCC(N3C[C@@](C2)([2H])F)([2H])[2H])C(=C(N=C1)C1=CC(=CC2=CC=C(C(=C12)CC)F)O)F 4-(4-(2,5-Diazabicyclo[2.2.2]octan-2-yl)-8-fluoro-2-(((2S,7aR)-2-fluorotetrahydro-1H-pyrrolizin-7a(5H)-yl-2,5,5-d3)methoxy)pyrido[4,3-d]pyrimidin-7-yl)-5-ethyl-6-fluoronaphthalen-2-ol